cis,cis-3,5-Bis((6-(bis(6-(octan-2-yloxy)-6-oxohexyl)amino)hexyl)carbamoyl)-1,3,5-trimethylcyclohex-ane-1-carboxylic acid CC(CCCCCC)OC(CCCCCN(CCCCCCNC(=O)C1(CC(CC(C1)(C)C(NCCCCCCN(CCCCCC(OC(C)CCCCCC)=O)CCCCCC(OC(C)CCCCCC)=O)=O)(C(=O)O)C)C)CCCCCC(OC(C)CCCCCC)=O)=O